1-(2,5-dimethoxy-4-(3-methoxypropyl)phenyl)propan-2-amine COC1=C(C=C(C(=C1)CCCOC)OC)CC(C)N